FC(C1=CC=C(C=C1)C1=NC=NC2=CC=CC=C12)(F)F 4-(4-trifluoromethyl-phenyl)quinazoline